N-(4-(3-fluoropropoxy)pyrazolo[1,5-a]pyrazin-2-yl)-3-((7-(5-methyl-1,2,4-oxadiazol-3-yl)isoquinolin-1-yl)amino)-propanamide FCCCOC=1C=2N(C=CN1)N=C(C2)NC(CCNC2=NC=CC1=CC=C(C=C21)C2=NOC(=N2)C)=O